Z-11-tetradecen-1-ol C(CCCCCCCCC\C=C/CC)O